4-(7-(3,6-Dihydro-2H-pyran-4-yl)-1-isopropyl-3-methyl-2-oxo-1,2,3,6-tetrahydroimidazo[4,5-d]pyrrolo[2,3-b]pyridin-8-yl)benzonitril O1CCC(=CC1)C1=C(C=2C(=NC=C3C2N(C(N3C)=O)C(C)C)N1)C1=CC=C(C#N)C=C1